C(C)(C)(C)OC(=O)NC=1C=CC(=NC1)C=1N=NN(C1C(=O)O)C 4-(5-((tert-Butoxycarbonyl)amino)pyridin-2-yl)-1-methyl-1H-1,2,3-triazole-5-carboxylic acid